6-(2,5-dioxopyrrol-1-yl)-N-[(1S)-1-{[(1S)-1-{[4-(iodomethyl)phenyl]carbamoyl}ethyl]carbamoyl}-2-methylpropyl]hexanamide O=C1N(C(C=C1)=O)CCCCCC(=O)N[C@@H](C(C)C)C(N[C@@H](C)C(NC1=CC=C(C=C1)CI)=O)=O